C(C1=CC=CC=C1)N1CCC2=C(CC1)N=CC(=N2)OC(F)F 7-benzyl-2-(difluoromethoxy)-6,7,8,9-tetrahydro-5H-pyrazino[2,3-d]azepine